C(C)(C)(C)OC(=O)C1NC2C(NC1)=CC=CC2 3-(tert-butoxycarbonyl)-1,2,3,4,4a,5-hexahydrobenzo[b]pyrazine